ClC=1C=C(C=CC1Cl)C1=NN(C=C1/C=C/C(=O)N[C@@H](CC1=CC=C(C=C1)O)C(=O)O)C1=CC=CC=C1 (E)-(3-(3-(3,4-dichlorophenyl)-1-phenyl-1H-pyrazol-4-yl)acryloyl)-L-tyrosine